tert-butyl (2S,4R)-2-chloro-4-hydroxy-2'-methyl-spiro[4,5-dihydrothieno[2,3-c]pyran-7,4'-piperidine]-1'-carboxylate ClC1=CC2=C(S1)C1(CC(N(CC1)C(=O)OC(C)(C)C)C)OC[C@@H]2O